(1-(4-amino-2-((methylsulfinyl) methyl) phenyl) cyclopropyl) carbamate C(N)(OC1(CC1)C1=C(C=C(C=C1)N)CS(=O)C)=O